N-(1-(3,3-difluorocyclopentyl)-6-oxo-1,6-dihydropyridazin-3-yl)-4-((2-hydroxyethyl)sulfonamido)-2-(6-azaspiro[2.5]octan-6-yl)benzamide FC1(CC(CC1)N1N=C(C=CC1=O)NC(C1=C(C=C(C=C1)NS(=O)(=O)CCO)N1CCC2(CC2)CC1)=O)F